C12(CC(C1)C2)NC(=O)C=2C(N(C1=NC=C(C=C1C2)C(C)C)CC2=CC=C(C=C2)F)=O N-(bicyclo[1.1.1]pent-1-yl)-1-(4-fluorophenylmethyl)-6-isopropyl-2-oxo-1,2-dihydro-1,8-naphthyridine-3-carboxamide